tert-butyl 2-[3-[1-(2,6-dibenzyloxy-3-pyridyl)-3-methyl-2-oxo-benzimidazol-5-yl]pyrazol-1-yl]acetate C(C1=CC=CC=C1)OC1=NC(=CC=C1N1C(N(C2=C1C=CC(=C2)C2=NN(C=C2)CC(=O)OC(C)(C)C)C)=O)OCC2=CC=CC=C2